ClC1=NC=C(C(=N1)NC1=CC=CC=C1)N 2-chloro-N4-phenyl-pyrimidine-4,5-diamine